ClC1=NC=NC(=C1)C1=CC=CC=C1 4-chloro-6-phenylpyrimidine